(5S)-2-[(3,5-Dichloropyridin-2-yl)methyl]-3-oxo-2,3,5,6,7,8-hexahydro[1,2,4]triazolo[4,3-a]pyridin ClC=1C(=NC=C(C1)Cl)CN1N=C2N(CCCC2)C1=O